(R)-(1-((1-((benzyloxy)methyl)-2,2-difluorocyclopropyl)methyl)piperidin-4-yl)methanol C(C1=CC=CC=C1)OC[C@]1(C(C1)(F)F)CN1CCC(CC1)CO